C(O[C@H]1C[C@H](CC1)C1=NN(C(=C1)NC=1C=C2CCCS(C2=CC1)(=O)=O)C(C)(C)C)(OC1=CC=C(C=C1)[N+](=O)[O-])=O (1R,3S)-3-(1-(tert-butyl)-5-((1,1-dioxidothiochroman-6-yl)amino)-1H-pyrazol-3-yl)cyclopentyl (4-nitrophenyl) carbonate